3,9-bis{1,1-dimethyl-2-[3-(3-tert-butyl-4-hydroxy-5-methyl-phenyl)propionyloxy]ethyl}2,4,8,10-tetraoxaspiro-[5.5]undecane CC(COC(CCC1=CC(=C(C(=C1)C)O)C(C)(C)C)=O)(C)C1OCC2(CO1)COC(OC2)C(COC(CCC2=CC(=C(C(=C2)C)O)C(C)(C)C)=O)(C)C